(3S,5R)-1-(8-fluoro-7-(8-fluoronaphthalen-1-yl)-2-((hexahydro-1H-pyrrolizin-7a-yl)methoxy)pyrido[4,3-d]pyrimidin-4-yl)piperidine-3,5-diol FC1=C(N=CC2=C1N=C(N=C2N2C[C@H](C[C@H](C2)O)O)OCC21CCCN1CCC2)C2=CC=CC1=CC=CC(=C21)F